C(=O)(O)C(O)C(O)C(=O)O.C(C)(C)(C)OC([C@H](CC1=C(C=C(C(=C1)F)F)Br)N)=O (S)-2-amino-3-(2-bromo-4,5-difluorophenyl)propionic acid tert-butyl ester tartrate